8,13,13b,14-Tetrahydro-14-methylindolo[2',3':3,4]pyrido-[2,1-b]quinazolin-5(7H)-one CN1C2N(C(C=3C=CC=CC13)=O)CCC1=C2NC2=CC=CC=C21